AMMONIUM PERCHLORAT Cl(=O)(=O)(=O)[O-].[NH4+]